7-oxo-9-oxa-2,6-diazaspiro[4.5]decane-2-carboxylic acid tert-butyl ester C(C)(C)(C)OC(=O)N1CC2(CC1)NC(COC2)=O